BrC1=C(C=C2C(=NC(=NC2=C1F)SC)Cl)Cl 7-Bromo-4,6-dichloro-8-fluoro-2-(methylthio)quinazoline